C1(CC1)C(C)C=1C(=C(C=CC1)C(C(=O)NC)C)O 2-(3-(1-cyclopropylethyl)-2-hydroxyphenyl)-N-methylpropanamide